2-ethyl-2-mercaptomethyl-1,3-propanedithiol C(C)C(CS)(CS)CS